BrC=1C=C(C(=NC1)C(=O)OCC)C ethyl 5-bromo-3-methylpicolinate